BrC=1C=C2N(N1)C(N(C2)C=2C=NC=CC2)=O 2-bromo-5-(pyridin-3-yl)-4,5-dihydro-6H-imidazo[1,5-b]pyrazol-6-one